C1(CC1)C=1N=C(C(=NC1C=1C2=C(C=NC1)N(C=N2)C)C(=O)N)NC=2C=NC(=CC2)N2[C@@H](COCC2)C 5-cyclopropyl-6-(3-methylimidazo[4,5-c]pyridin-7-yl)-3-[[6-[(3R)-3-methylmorpholin-4-yl]-3-pyridinyl]amino]pyrazine-2-carboxamide